C(C)(C)(C)OC(=O)N[C@H](C(=O)N[C@H](C(=O)[O-])CC(C)C)CC(C)(C)C (S)-2-((S)-2-(tert-butoxycarbonylamino)-4,4-dimethylpentanamido)-4-methylpentanoate